OCC1CCN(CC1)CC1=C(OC2=C(C1=O)C=CC=C2)C2=CC=C(C=C2)O ((4-(hydroxymethyl)piperidin-1-yl)methyl)-2-(4-hydroxyphenyl)-4H-benzopyran-4-one